FC(C(=O)O)(F)F.N[C@@H](C(=O)N[C@@H](C(=O)NC(C(=O)N1CCC(CC1)C(=O)O)CCCC)CCCC(F)(F)F)CC1=CC=CC=C1 [2-[[(2R)-2-[[(2R)-2-amino-3-phenyl-propionyl]amino]-6,6,6-trifluoro-hexanoyl]amino]hexanoyl]piperidine-4-carboxylic acid trifluoroacetate